N-(6-amino-5-methyl-3-pyridyl)-2-[(2R,5S)-5-methyl-2-[6-(4-methylpiperazin-1-yl)-3-pyridyl]-1-piperidyl]-2-oxo-acetamide NC1=C(C=C(C=N1)NC(C(=O)N1[C@H](CC[C@@H](C1)C)C=1C=NC(=CC1)N1CCN(CC1)C)=O)C